ClC1=C(C=C(COC2CCN(CC2)C(=O)N2N=C(C=C2)C(=O)O)C=C1)C(F)(F)F 1-(4-((4-chloro-3-(trifluoromethyl)benzyl)oxy)piperidine-1-carbonyl)-1H-pyrazole-3-carboxylic acid